o-tert-butoxybenzaldehyde C(C)(C)(C)OC1=C(C=O)C=CC=C1